2-(4-phenoxyphenyl)-7-(1-propynylpiperidin-4-yl)-1H-imidazo[1,2-b]pyrazole-3-carboxamide O(C1=CC=CC=C1)C1=CC=C(C=C1)C=1NC=2N(N=CC2C2CCN(CC2)C#CC)C1C(=O)N